NC1=NC2=C(N1)C=C(C=C2C)C=2C=C(C(=O)NCC1=CC=CC=C1)C=CC2 3-(2-amino-4-methyl-1H-benzo[d]imidazol-6-yl)-N-benzylbenzamide